(1s,2s)-2-fluoro-N-(6-(6-fluoro-5-methyl-7-(3-oxocyclopent-1-en-1-yl)-1H-indazol-4-yl)imidazo[1,2-a]pyrazin-2-yl)cyclopropane-1-carboxamide F[C@@H]1[C@@H](C1)C(=O)NC=1N=C2N(C=C(N=C2)C2=C3C=NNC3=C(C(=C2C)F)C2=CC(CC2)=O)C1